4-(cyclopentylmethylamino)-2-(dimethylamino)-6-(2-furyl)pyrimidine-5-carboxylic acid C1(CCCC1)CNC1=NC(=NC(=C1C(=O)O)C=1OC=CC1)N(C)C